(E)-4-methoxybut-3-en-2-one CO/C=C/C(C)=O